4-(dimethylvinylsilylmethyl)styrenebenzyl-pyrazole CC(=C[SiH2]CC1=CC=C(C=CC2=CC=CC=C2CC2=NNC=C2)C=C1)C